(5-((1,2-dihydrobenzo[4,5]imidazo[1,2-a]pyridin-8-yl)ethynyl)-8-(methylamino)-2,7-naphthyridin-3-yl)cyclopropanecarboxamide C1CC=CC=2N1C1=C(N2)C=CC(=C1)C#CC1=C2C=C(N=CC2=C(N=C1)NC)C1(CC1)C(=O)N